BrC1=CC=C(C=C1)C(C)(C)C=1N=C(SC1)NC(=O)NCC=1C=NC(=NC1)N1CCN(CC1)CCO 1-(4-(2-(4-bromophenyl)-propan-2-yl)thiazol-2-yl)-3-((2-(4-(2-hydroxyethyl)-piperazin-1-yl)pyrimidin-5-yl)methyl)urea